2-(diadamantyl)phosphino-3,6-dimethoxy-2',4',6'-triisopropyl-1,1'-biphenyl C12(CC3CC(CC(C1)C3)C2)P(C2=C(C(=CC=C2OC)OC)C2=C(C=C(C=C2C(C)C)C(C)C)C(C)C)C23CC1CC(CC(C2)C1)C3